C1(=CC=CC=2CCCCC12)N 5,6,7,8-tetrahydro-naphthalen-1-amine